trans-3-[(2,3-difluorobenzyl)oxy]-N-{2-fluoro-3-[6-oxo-4-(trifluoromethyl)-1,6-dihydropyrimidin-2-yl]-4-(trifluoromethyl)benzyl}cyclobutane-1-carboxamide FC1=C(CO[C@@H]2C[C@H](C2)C(=O)NCC2=C(C(=C(C=C2)C(F)(F)F)C=2NC(C=C(N2)C(F)(F)F)=O)F)C=CC=C1F